CN(CCC1=CN(C2=CC=CC(=C12)O)C(CC(C)C)=O)C 1-(3-(2-(dimethylamino)ethyl)-4-hydroxy-1H-indol-1-yl)-3-methylbutan-1-one